1-Ethyl-5-(6-(ethylamino)-2-fluoropyridin-3-yl)-3-methyl-1H-pyrazole-4-carboxylic acid C(C)N1N=C(C(=C1C=1C(=NC(=CC1)NCC)F)C(=O)O)C